COC1=NC(=CC=C1CNCCNC(C)=O)NCC=1C(=C(C=CC1)C1=CC=CC=C1)C N-(2-(((2-Methoxy-6-(((2-methyl-[1,1'-biphenyl]-3-yl)methyl)amino)pyridin-3-yl)methyl)amino)ethyl)acetamide